The molecule is a highly branched amino oligosaccharide consisting of a D-GlcNAc residue at the reducing end with a beta-D-GlcNAc-(1->2)-alpha-D-Man-(1->3)-[alpha-L-Fuc-(1->4)-[beta-D-Gal-(1->3)]-beta-D-NAc-(1->2)-alpha-D-Man-(1->6)]-[beta-D-Xyl-(1->2)]-beta-D-Man-(1->4)-beta-D-GlcNAc nonasaccharide moiety attached via a beta-(1->4)-linkage and an L-Fuc residue attached via an alpha-(1->3)-linkage. C[C@H]1[C@H]([C@H]([C@@H]([C@@H](O1)O[C@@H]2[C@H](O[C@H]([C@@H]([C@H]2O[C@H]3[C@@H]([C@H]([C@H]([C@H](O3)CO)O)O)O)NC(=O)C)O[C@H]4[C@H]([C@@H]([C@H](O[C@@H]4OC[C@@H]5[C@H]([C@@H]([C@@H]([C@@H](O5)O[C@@H]6[C@H](O[C@H]([C@@H]([C@H]6O)NC(=O)C)O[C@@H]7[C@H](OC([C@@H]([C@H]7O[C@H]8[C@H]([C@@H]([C@@H]([C@@H](O8)C)O)O)O)NC(=O)C)O)CO)CO)O[C@H]9[C@@H]([C@H]([C@@H](CO9)O)O)O)O[C@@H]1[C@H]([C@H]([C@@H]([C@H](O1)CO)O)O)O[C@H]1[C@@H]([C@H]([C@@H]([C@H](O1)CO)O)O)NC(=O)C)O)CO)O)O)CO)O)O)O